Cl.COC1(COCC1)C=1C=C(C=NC1)N1C=CC2=C1N=C(N=C2)N 7-(5-(3-methoxytetrahydrofuran-3-yl)pyridin-3-yl)-7H-pyrrolo[2,3-d]pyrimidin-2-amine hydrochloride